N-methylcyclopentylcarboxamide CNC(=O)C1CCCC1